C1(=CC(=CC=C1)C=O)C=O benzene-1,3-dicarbaldehyde